NC1=C2C(=NC=N1)N(N=C2C2=CC(=C(C=C2)NC(=O)NC2=CC(=C(C=C2)OC2CCN(CC2)C)C(F)(F)F)F)C2CN(C2)C 1-(4-(4-AMINO-1-(1-METHYLAZETIDIN-3-YL)-1H-PYRAZOLO[3,4-D]PYRIMIDIN-3-YL)-2-FLUOROPHENYL)-3-(4-((1-METHYLPIPERIDIN-4-YL)OXY)-3-(TRIFLUOROMETHYL)PHENYL)UREA